C(C)(=O)OCCCCCCCCCCCCCC\C=C\CCI (15E)-18-iodo-15-octadecenyl acetate